butyl-phosphane C(CCC)P